FC1=C(C=C(C=C1)C1(CC(=NO1)N)C(F)(F)F)SC(F)(F)F 5-(4-fluoro-3-((trifluoromethyl)thio)phenyl)-5-(trifluoromethyl)-4,5-dihydroisoxazol-3-amine